2-(5-chloropyrimidin-2-yl)oxyphenol ClC=1C=NC(=NC1)OC1=C(C=CC=C1)O